1-(2-(3,8-diazabicyclo[3.2.1]octan-8-yl)-6,7-dihydrothiazolo[5,4-c]pyridin-5(4H)-yl)-2-(4-fluoro-2-methylphenyl)ethan-1-one C12CNCC(CC1)N2C=2SC=1CN(CCC1N2)C(CC2=C(C=C(C=C2)F)C)=O